N-((1s,3s)-3-((4-methoxy-5-(quinoxalin-6-yl)pyrrolo[2,1-f][1,2,4]triazin-2-yl)amino)-1-methylcyclobutyl)propionamide COC1=NC(=NN2C1=C(C=C2)C=2C=C1N=CC=NC1=CC2)NC2CC(C2)(C)NC(CC)=O